FC=1C=C2C(=NC1)CCN2CC=2C=C(C=C1C(C=C(OC21)N2CCOCC2)=O)C(=O)N(C)C 8-((6-fluoro-2,3-dihydro-1H-pyrrolo[3,2-b]pyridin-1-yl)methyl)-N,N-dimethyl-2-morpholino-4-oxo-4H-chromene-6-carboxamide